C(C)(C)(C)C1=CC=C(C=C1)C(CC(=O)C1=C(C=C(OC(C(=O)O)CC)C=C1)O)=O {4-[3-(4-tert-butyl-phenyl)-3-oxo-propionyl]-3-hydroxy-phenoxy}-butyric acid